C1([C@@H](O)[C@@H](O)[C@H](O)[C@H](O1)CO)C(C(=O)O)(O)CO 2-Mannosyl-glyceric acid